1-(3-Isocyanatocyclobutyl)-5-methyl-pyrazol-4-amine N(=C=O)C1CC(C1)N1N=CC(=C1C)N